N-(3-(2-azabicyclo[2.2.1]hept-2-yl)-2-hydroxypropoxy)-4-methylpiperidine C12N(CC(CC1)C2)CC(CON2CCC(CC2)C)O